1-(4-chlorophenyl)-N-(1-(3-methoxycyclobutyl)piperidin-3-yl)pyrido[3,4-d]pyridazin-4-amine ClC1=CC=C(C=C1)C1=C2C(=C(N=N1)NC1CN(CCC1)C1CC(C1)OC)C=NC=C2